inden-3-yl triflate O(S(=O)(=O)C(F)(F)F)C1=CCC2=CC=CC=C12